N-(3-(6-(difluoromethoxy)-1H-imidazo[4,5-c]pyridin-2-yl)phenyl)-5-(pyridin-2-yl)pyrazin-2-amine FC(OC1=CC2=C(C=N1)N=C(N2)C=2C=C(C=CC2)NC2=NC=C(N=C2)C2=NC=CC=C2)F